CNCCNCCCCC(NCNC(CCC(=O)O)C(=O)O)C(=O)O 2,5,11,13-tetraazahexadecane-10,14,16-tricarboxylic acid